4-O-β-galactopyranosyl-D-gluconic acid [C@@H]1([C@H](O)[C@@H](O)[C@@H](O)[C@H](O1)CO)O[C@@H]([C@@H]([C@H](C(=O)O)O)O)[C@H](O)CO